C(C1=CC=CC=C1)(=O)N1C(=NC=2N(C=NC2C1=O)[C@@H]1O[C@@H]([C@H]([C@H]1O[Si](C)(C)C(C)(C)C)OCC[N+](=O)[O-])CO[Si](C)(C)C(C)(C)C)NC(C)=O N-(1-benzoyl-9-((2R,3R,4R,5R)-3-((tert-butyldimethylsilyl)oxy)-5-(((tert-butyldimethylsilyl)oxy)methyl)-4-(2-nitroethoxy)tetrahydrofuran-2-yl)-6-oxo-6,9-dihydro-1H-purin-2-yl)acetamide